3-iodo-5,6,7,8-tetrahydropyrazolo[5,1-b][1,3]oxazepin-2-carboxylic acid ethyl ester C(C)OC(=O)C1=NN2C(OCCCC2)=C1I